C(OC(C)(C)C)(OCC(CCCC)CC)=O tertbutyl (2-ethylhexyl) carbonate